C(CCCCCCCCCCCCCCCCC)N.P(=O)(OCCCCCC(C)C)(OCCCCCC(C)C)O diisooctyl phosphate octadecylamine salt